CS(=O)(C)=N[C@H]1CN(C[C@H](C1)C)C1=NC(=NC=C1)C1=CN=C2N1C=C(C=C2)S(=O)(=O)N 3-(4-((3R,5S)-3-((dimethyl(oxo)-λ6-sulfaneylidene)amino)-5-methylpiperidin-1-yl)pyrimidin-2-yl)imidazo[1,2-a]pyridine-6-sulfonamide